O=C1NC(CCC1NC1=CC=C(C=C1)C1C(CN(CC1)CC(=O)OC(C)(C)C)(F)F)=O tert-butyl 2-[4-[4-[(2,6-dioxo-3-piperidyl)amino]phenyl]-3,3-difluoro-1-piperidyl]acetate